C(C=C)OCC(C1=CC=C(C=C1)[C@H](C)NC=1N=CC2=C(N(C(OC2)=O)[C@H](CC=C)C)N1)N1CCN(CC1)C(=O)OC(C)(C)C tert-butyl 4-[2-allyloxy-1-[4-[(1S)-1-[[1-[(1S)-1-methylbut-3-enyl]-2-oxo-4H-pyrimido[4,5-d][1,3]oxazin-7-yl]amino]ethyl]phenyl]ethyl]piperazine-1-carboxylate